4-(4-((1R,5S)-3,8-diazabicyclo[3.2.1]octan-3-yl)-8-fluoro-2-((1-((4-(Fluoromethylene)piperidin-1-yl)methyl)cyclopropyl)methoxy)pyrido[4,3-d]pyrimidin-7-yl)-5-ethyl-6-fluoronaphthalene [C@H]12CN(C[C@H](CC1)N2)C=2C1=C(N=C(N2)OCC2(CC2)CN2CCC(CC2)=CF)C(=C(N=C1)C1=CC=CC2=CC=C(C(=C12)CC)F)F